C(C)(=O)OCCCCOC(C)=O 1,4-butanediol diacetate